C(C)OC(=O)C=1C(=NN2C1N=CC=C2)C=2C(=NC(=CC2)NC2CC2)F.BrC2=CC(=C(C=C2OC)SCC)OC (4-bromo-2,5-dimethoxyphenyl)(ethyl)sulfane Ethyl-2-[6-(cyclopropylamino)-2-fluoropyridin-3-yl]pyrazolo[1,5-a]pyrimidine-3-carboxylate